ethyl (2E)-3-(4-amino-6-chloro-2-methylpyrimidin-5-yl)prop-2-enoate NC1=NC(=NC(=C1/C=C/C(=O)OCC)Cl)C